(3-bromo-4-fluorophenyl)acetic acid BrC=1C=C(C=CC1F)CC(=O)O